FC1(CN(C1)C1=NC=C(C=N1)C(=O)NC=1C(=NC=CC1C1=C(C=CC(=C1)F)F)C1CCC(CC1)(F)F)F 2-(3,3-difluoroazetidin-1-yl)-N-(2-(4,4-difluorocyclohexyl)-4-(2,5-difluorophenyl)pyridin-3-yl)pyrimidine-5-carboxamide